COC=1C=CC=C2C(CCN(C12)C(=O)OC(C)(C)C)N1C(N(C2=NC(=NC=C2C1)S(=O)(=O)C)C)=O tert-butyl 8-methoxy-4-(1-methyl-7-methylsulfonyl 2-oxo-4H-pyrimido[4,5-d]pyrimidin-3-yl)-3,4-dihydro-2H-quinoline-1-carboxylate